ClC1=CC=C(C=C1)CN1CC2(C1)CC(C2)NC(=O)N2[C@@H](CN(C[C@@H]2C)C2=NC=C(N=C2)C(F)(F)F)C (2R,6S)-N-{2-[(4-chlorophenyl)methyl]-2-azaspiro[3.3]heptan-6-yl}-2,6-dimethyl-4-[5-(trifluoromethyl)pyrazin-2-yl]piperazine-1-carboxamide